3-((4-((4-((5-chloro-4-(5-(cyclopropylmethyl)-1-methyl-1H-pyrazol-4-yl)pyrimidin-2-yl)amino)piperidin-1-yl)methyl)phenyl)amino)piperidine-2,6-dione ClC=1C(=NC(=NC1)NC1CCN(CC1)CC1=CC=C(C=C1)NC1C(NC(CC1)=O)=O)C=1C=NN(C1CC1CC1)C